C1(CC1)C1=NNC(=C1)C1CC2(CN(C2)C(=O)N2CC3(C2)CC(C3)CC3=CC(=NN3)C(F)F)C1 [6-(3-cyclopropyl-1H-pyrazol-5-yl)-2-azaspiro[3.3]heptan-2-yl]-[6-[[3-(difluoromethyl)-1H-pyrazol-5-yl]methyl]-2-azaspiro[3.3]heptan-2-yl]methanone